9-ethyl-6,6-dimethyl-8-(4-morpholinopiperidin-1-yl)-11-oxo-6,11-dihydro-5H-benzo[b]carbazole-3-carbonitrile C(C)C1=CC2=C(C(C=3NC4=CC(=CC=C4C3C2=O)C#N)(C)C)C=C1N1CCC(CC1)N1CCOCC1